4-dimethylamino-1-butanol CN(CCCCO)C